2,4-dichloro-5-(iodomethyl)-6-methylpyrimidine ClC1=NC(=C(C(=N1)Cl)CI)C